ClC1=C(C=C(C=N1)OCC(=O)OC(C)(C)C)F tert-butyl 2-[(6-chloro-5-fluoropyridin-3-yl)oxy]acetate